1-(4-methoxypyridin-2-yl)-N-methylmethanamine COC1=CC(=NC=C1)CNC